3-(5-(1-((3-(3-fluorophenyl)-4-oxo-3,4-dihydroquinazolin-6-yl)methyl)piperidin-4-yl)-1-oxoisoindolin-2-yl)piperidine-2,6-dione FC=1C=C(C=CC1)N1C=NC2=CC=C(C=C2C1=O)CN1CCC(CC1)C=1C=C2CN(C(C2=CC1)=O)C1C(NC(CC1)=O)=O